CN(CCN(C1CCC(CC1)NC(=O)C=1C=C(C=C2C(=CNC12)CC(F)(F)F)C#CCNC1=C(C=C(C=C1)C(NC)=O)OC)C)C N-[4-[2-(dimethylamino)ethyl-methyl-amino]cyclohexyl]-5-[3-[2-methoxy-4-(methylcarbamoyl)anilino]prop-1-ynyl]-3-(2,2,2-trifluoroethyl)-1H-indole-7-carboxamide